phenyl-methyl-oxazoline C1(=CC=CC=C1)C1N=C(OC1)C